6-nitro-5-(trifluoromethyl)-1H-indazole [N+](=O)([O-])C1=C(C=C2C=NNC2=C1)C(F)(F)F